(M)-4-[(2S,5R)-2,5-dimethyl-4-prop-2-enoyl-piperazin-1-yl]-6-fluoro-1-(2-isopropyl-4-methyl-3-pyridyl)-7-(2-isopropylphenyl)pyrido[2,3-d]pyrimidin-2-one C[C@@H]1N(C[C@H](N(C1)C(C=C)=O)C)C=1C2=C(N(C(N1)=O)C=1C(=NC=CC1C)C(C)C)N=C(C(=C2)F)C2=C(C=CC=C2)C(C)C